(S,E)-N7-(1-((7-((2,4-Difluorobenzyl)oxy)benzo[d]thiazol-2-yl)methyl)-2-oxo-1,2-dihydropyridin-3-yl)-6-(2-methoxyacetamido)hept-2-endiamid FC1=C(COC2=CC=CC=3N=C(SC32)CN3C(C(=CC=C3)NC([C@H](CC/C=C/C(=O)N)NC(COC)=O)=O)=O)C=CC(=C1)F